(4R,7S)-4-(benzo[d]thiazol-2-yl)-7-methyl-6,7-dihydro-1H-imidazo[4,5-c]pyridin S1C(=NC2=C1C=CC=C2)C2=NC[C@@H](C1=C2N=CN1)C